(1-Methylpropyl)quinoline CC(CC)C1=NC2=CC=CC=C2C=C1